2-[3-[[3-[Carboxy-[(3S)-pyrrolidin-3-yl]methoxy]phenyl]carbamoylamino]phenoxy]-2-[(3S)-pyrrolidin-3-yl]acetic acid C(=O)(O)C(OC=1C=C(C=CC1)NC(=O)NC=1C=C(OC(C(=O)O)[C@@H]2CNCC2)C=CC1)[C@@H]1CNCC1